C=P(Cl)Cl methylenedichlorophosphine